O1CCN(CC1)C1=NC2=CC(=CC=C2C(=N1)N1C[C@@H](CC1)NC(OC(C)(C)C)=O)[N+](=O)[O-] (R)-tert-butyl (1-(2-morpholino-7-nitroquinazolin-4-yl)pyrrolidin-3-yl)carbamate